2-(6-methoxy-2H-1,3-benzodioxol-5-yl)ethan-1-amine COC=1C(=CC2=C(OCO2)C1)CCN